[Ru].N1=C(C=CC=C1)C1=NC=CC=C1 Bipyridine ruthenium